N-(3-cyanophenyl)picolinamid C(#N)C=1C=C(C=CC1)NC(C1=NC=CC=C1)=O